tert-butyl 3a,4,6,6a-tetrahydropyrrolo[3,4-d]imidazole-5(1H)-carboxylate N1C=NC2C1CN(C2)C(=O)OC(C)(C)C